2-(5-{2',7-dimethyl-1H,2'H-[3,4'-biindazol]-1-yl}pyridin-2-yl)-2-azabicyclo[2.2.2]octane-5-carboxylic acid CN1N=C2C=CC=C(C2=C1)C1=NN(C2=C(C=CC=C12)C)C=1C=CC(=NC1)N1C2CC(C(C1)CC2)C(=O)O